N-((1S,3S)-1-(5-azaspiro[2.3]hex-5-ylcarbonyl)-2-((3'-fluorobiphenyl-3-yl)methyl)pyrrolidin-3-yl)methanesulfonamide C1CC12CN(C2)C(=O)N2C([C@H](CC2)NS(=O)(=O)C)CC=2C=C(C=CC2)C2=CC(=CC=C2)F